C(C=C)(=O)N1CCC(CC1)NC=1C2=C(N=CN1)C=CC(=N2)C=2C=C(C(=NC2)Cl)NS(=O)(=O)C2=C(C=C(C=C2)F)F N-(5-(4-((1-propenoylpiperidin-4-yl)amino)pyrido[3,2-d]pyrimidin-6-yl)-2-chloropyridin-3-yl)-2,4-difluorobenzenesulfonamide